FC1=C(C=CC=C1)N1C(N(C2=CC=CC=C2C1=O)CC1=CC=C(C(=O)NO)C=C1)=O 4-((3-(2-fluorophenyl)-2,4-dioxo-3,4-dihydroquinazolin-1(2H)-yl)methyl)-N-hydroxybenzamide